NC1=CC=C(OC2=CC=C(C=C2)SC2=CC=C(C=C2)OC2=CC=C(C=C2)N)C=C1 bis[4-(4-aminophenoxy) phenyl] sulfide